BrC=1C(C(=CN(C1C)C(C)C)C(=O)O)=O 5-Bromo-1-isopropyl-6-methyl-4-oxo-1,4-dihydropyridine-3-carboxylic acid